1-naphthyl-monosodium phosphate monohydrate O.P(=O)(O)(O)O.C1(=CC=CC2=CC=CC=C12)[Na]